ClC1=NC=C(C(=N1)C1=CC(=C2C(NC(C2=C1)=O)(C)C)CCO)F 6-(2-chloro-5-fluoropyrimidin-4-yl)-4-(2-hydroxyethyl)-3,3-dimethylisoindolin-1-one